C(C1=CC=CC=C1)OC1=C2C=CNC2=CC(=C1)C 4-(benzyloxy)-6-methylindole